NC=1C2=C(N=CN1)N1C(=C2C2=CC(=C(C=C2)OC2=NC(=CC=C2)C)F)N(CC1)C=1C(=C(C=CC1)NC(C=C)=O)N(C)C1=CC=C(C=C1)OC N-(3-(4-Amino-5-(3-fluoro-4-((6-methylpyridin-2-yl)oxy)phenyl)-7,8-dihydro-6H-imidazo[1',2':1,5]pyrrolo[2,3-d]pyrimidin-6-yl)-2-((4-methoxyphenyl)(methyl)amino)phenyl)acrylamide